N1=CC=CC2=CC=C(C=C12)NC(=O)C1(CC1)NC(=O)CNC(OCC1=CC=CC=C1)=O benzyl N-[({1-[(quinolin-7-yl)carbamoyl]cyclopropyl}carbamoyl)methyl]carbamate